ethyl 4-(6-(2-chloro-5-methoxyphenyl)-2,4-dioxo-1,4-dihydrothieno[3,2-d]pyrimidin-3(2H)-yl)-3-methylthieno[2,3-c]pyridine-2-carboxylate ClC1=C(C=C(C=C1)OC)C1=CC=2NC(N(C(C2S1)=O)C1=C2C(=CN=C1)SC(=C2C)C(=O)OCC)=O